ClC=1SC(=CC1CCCC(=O)O)Cl 4-(2,5-dichlorothiophen-3-yl)butanoic acid